iridic chloride [Ir](Cl)(Cl)Cl